methyl (S)-2-((S)-2-((tert-butoxycarbonyl) (methyl) amino) propanamido)-2-cyclohexylacetate C(C)(C)(C)OC(=O)N([C@H](C(=O)N[C@H](C(=O)OC)C1CCCCC1)C)C